2-Fluoro-6-hydroxy-4-((4-methoxybenzyl)oxy)pyrazolo[1,5-a]pyridine-3-carbaldehyde FC1=NN2C(C(=CC(=C2)O)OCC2=CC=C(C=C2)OC)=C1C=O